2-chloro-4-(1-cyclopropylpyrazol-4-yl)-5-(2-(1-(2-fluoroethyl)pyrazol-4-yl)ethynyl)pyridine ClC1=NC=C(C(=C1)C=1C=NN(C1)C1CC1)C#CC=1C=NN(C1)CCF